NC1=C(C=NN1C1=CC=CC=C1)C(=O)OCC ethyl 5-amino-1-phenyl-1H-pyrazole-4-carboxylate